C(C)OC(CS(=O)C1=C(C=C(C=C1)C(=O)N1C[C@H](N(CC1)C1=CC(=CC=C1)Br)C)[N+](=O)[O-])=O.OCNC(C(=C)C)=O N-hydroxymethyl-methacrylamide Ethyl-2-((4-((R)-4-(3-bromophenyl)-3-methylpiperazine-1-carbonyl)-2-nitrophenyl)sulfinyl)acetate